CC(C(C)OCC(=O)O)C 2-((3-methylbutan-2-yl)oxy)acetic acid